OCC1=C2C(C=CNC2=CC=N1)=O 5-(hydroxymethyl)-1H-1,6-naphthyridin-4-one